N=1C=CN2N=C(C=CC21)C2=CNC=1N=C(N=CC12)NC1=CC=NC=C1 5-(imidazo[1,2-b]pyridazin-6-yl)-N-(pyridin-4-yl)-7H-pyrrolo[2,3-d]pyrimidin-2-amine